C(C)C1(COC1)COCCOCC1(COC1)CC ethyleneglycol bis(3-ethyl-3-oxetylmethyl) ether